C1(CC1)CC1(C[C@@H]2[C@@H](CN(C2)CC(=O)C2=CC=C(C=C2)O)C1)O 2-((3aR,5r,6aS)-5-(cyclopropylmethyl)-5-hydroxyhexahydrocyclopenta[c]pyrrol-2(1H)-yl)-1-(4-hydroxyphenyl)ethanone